NC1=CC(=C2N3CC(CC3CCCC3=CC=C(C(C(C4=NN=C(C1=N2)O4)(O)C(F)(F)F)=C3)F)(C)C)C(F)(F)F 23-Amino-8-fluoro-17,17-dimethyl-6,21-bis(trifluoromethyl)-26-oxa-3,4,19,24-tetraazapentacyclo[18.3.1.12,5.17,11.015,19]hexacosa-1(24),2,4,7(25),8,10,20,22-octaen-6-ol